3-hydroxy-N-p-bromophenyl-pyrazole OC1=NN(C=C1)C1=CC=C(C=C1)Br